(1R,4R)-N1-(2-iodo-1H-indol-4-yl)-N4,N4-dimethylcyclohexane-1,4-diamine IC=1NC2=CC=CC(=C2C1)NC1CCC(CC1)N(C)C